(2R)-2-[4-chloro-2-(1,1-difluoropropyl)phenoxy]-3-fluoropropionic acid ClC1=CC(=C(O[C@H](C(=O)O)CF)C=C1)C(CC)(F)F